BrC1=NN(C(=C1)CO)C1=NC=CC=C1Cl 3-bromo-1-(3-chloro-2-pyridinyl)-1H-pyrazole-5-methanol